[Ir+].CC=1C=NC2=C3N=CC(=C(C3=CC=C2C1C)C)C (3,4,7,8-tetramethyl-1,10-phenanthroline) iridium (I)